N-ethyl-2,4-bis(11'-tert-butyldiphenylsiloxyundecyloxy)benzylamine C(C)NCC1=C(C=C(C=C1)OCCCCCCCCCCCO[Si](C1=CC=CC=C1)(C1=CC=CC=C1)C(C)(C)C)OCCCCCCCCCCCO[Si](C1=CC=CC=C1)(C1=CC=CC=C1)C(C)(C)C